tert-butyl 4-[[(4-benzyloxycarbonyl-4-methyl-cyclohexyl)amino]methyl]-4-hydroxy-piperidine-1-carboxylate C(C1=CC=CC=C1)OC(=O)C1(CCC(CC1)NCC1(CCN(CC1)C(=O)OC(C)(C)C)O)C